CC1=C(C=CC=C1OCCCN1C[C@@H](CC1)O)C1=C(C(=CC=C1)OCCCNCC1=CC=NC=C1)C (R)-1-(3-((2,2'-dimethyl-3'-(3-((pyridin-4-ylmethyl)amino)propoxy)-[1,1'-biphenyl]-3-yl)oxy)propyl)pyrrolidin-3-ol